dimethoxy-3-nitropyridine COC1=C(C(=NC=C1)OC)[N+](=O)[O-]